tert-butyl (6-bromo-3-nitropyridin-2-yl)-3-oxopropanoate BrC1=CC=C(C(=N1)C(C(=O)OC(C)(C)C)C=O)[N+](=O)[O-]